N1(C=NC=C1)C1C(=C(C(CC1)(C)C)/C=C/C(=C/C=C/C(=C\C(=O)NC1=CC=C(C=C1)S(N)(=O)=O)/C)/C)C (2Z,4E,6E,8E)-9-(3-(1H-imidazol-1-yl)-2,6,6-trimethylcyclohex-1-en-1-yl)-3,7-dimethyl-N-(4-sulfamoylphenyl)nona-2,4,6,8-tetraenamide